3-methyl-6-(tosyloxy)hexanoic acid tert-butyl ester C(C)(C)(C)OC(CC(CCCOS(=O)(=O)C1=CC=C(C)C=C1)C)=O